NC=1NC(C=2N(C(N(C2N1)[C@@H]1O[C@@H]([C@H]([C@H]1O)F)CO)=O)CC1=CSC=C1)=O 2-Amino-9-((2R,3S,4S,5R)-4-fluoro-3-hydroxy-5-(hydroxymethyl)tetrahydrofuran-2-yl)-7-(thiophen-3-ylmethyl)-7,9-dihydro-1H-purin-6,8-dion